5-[2-(diethoxyphosphoryl)prop-2-yl]-1-benzothiophene-2-carboxylic acid C(C)OP(=O)(OCC)C(C)(C)C=1C=CC2=C(C=C(S2)C(=O)O)C1